5-cyclopropyl-N-(4-(1-(cyclopropylmethyl)piperidin-4-yl)-6-(piperidin-4-yl)pyridin-2-yl)pyrazin-2-amine C1(CC1)C=1N=CC(=NC1)NC1=NC(=CC(=C1)C1CCN(CC1)CC1CC1)C1CCNCC1